[Cl-].C(C)(C)(C)OC([C@H](CSC(C1=CC=CC=C1)(C1=CC=CC=C1)C1=CC=CC=C1)[NH3+])=O (R)-1-(tert-butoxy)-1-oxo-3-(tritylthio)propan-2-aminium chloride